O-((2,5-dioxaspiro(3.4)octan-7-yl)methyl) S-methyl carbonodithioate C(OCC1COC2(COC2)C1)(=S)SC